ClC1=C(C=C(C(=C1)N(C)C1=CC(=C(C=C1)Cl)Cl)C)N=CN(C)CC N'-{2-chloro-4-[(3,4-dichlorophenyl)(methyl)amino]-5-methylphenyl}-N-ethyl-N-methylimidoformamide